N'-(2-chloro-4-(3-(N-(cyclopropylmethyl)-S-(trifluoromethyl)sulfonimidoyl)phenoxy)-5-methylphenyl)-N-ethyl-N-methylformimidamide ClC1=C(C=C(C(=C1)OC1=CC(=CC=C1)S(=O)(=NCC1CC1)C(F)(F)F)C)N=CN(C)CC